N1C=2[C@H](CCC1)CNC2 (4aR,7aR)-hexahydro-1H-pyrrolo[3,4-b]pyridine